C1(CC1)C1=NC=C(C(=N1)OCC1CN(CC1C)C1=NC=C(C=N1)C(F)(F)F)C#N 2-cyclopropyl-4-((4-methyl-1-(5-(trifluoromethyl)pyrimidin-2-yl)pyrrolidin-3-yl)methoxy)pyrimidine-5-carbonitrile